4-[3-(cyanomethyl)-3-(3'-methyl-1H,1'H-4,4'-bipyrazol-1-yl)azetidin-1-yl]-N-isopropylbenzamide C(#N)CC1(CN(C1)C1=CC=C(C(=O)NC(C)C)C=C1)N1N=CC(=C1)C=1C(=NNC1)C